(S)-5-(2-ethoxy-3-pyridinyl)-1-[1-methylpropyl]-N-[(1-methyl-1,2,4-triazol-3-yl)methyl]pyrazolo[4,3-b]pyridin-7-amine C(C)OC1=NC=CC=C1C1=CC(=C2C(=N1)C=NN2[C@H](CC)C)NCC2=NN(C=N2)C